CC1(CC1)NC(O[C@H]1CO[C@@H](C1)C=1C=NC(=NC1)N)=O |r| rac-(3R,5S)-5-(2-aminopyrimidin-5-yl)tetrahydrofuran-3-yl (1-methylcyclopropyl)carbamate